COC1=CC=C(CNS(=O)(=O)C=C2CC3(CN(C3)C(=O)OC(C)(C)C)C2)C=C1 tert-butyl 6-((N-(4-methoxybenzyl)sulfamoyl)methylene)-2-azaspiro[3.3]heptane-2-carboxylate